ClC1=C(C=C2C(=C(N(C2=C1F)C)C=1NC(=NN1)[C@@H](C)N(C)CCOC)N1C=NC=C1)OC (R)-1-(5-(6-chloro-7-fluoro-3-(1H-imidazol-1-yl)-5-methoxy-1-methyl-1H-indol-2-yl)-4H-1,2,4-triazol-3-yl)-N-(2-methoxyethyl)-N-methylethan-1-amine